1-ethylpentyl 8-[2-[8-(1-ethylpentoxy)-8-oxo-octoxy]-3-[2-[2-[2-(2-hydroxyethoxy)ethoxy]ethoxy]ethoxy]propoxy]octanoate C(C)C(CCCC)OC(CCCCCCCOC(COCCCCCCCC(=O)OC(CCCC)CC)COCCOCCOCCOCCO)=O